N-(exo-norbornan-2-yl)acrylamide C12C(CC(CC1)C2)NC(C=C)=O